1-(((6-chloroimidazo[1,2-a]pyridin-2-yl)methyl)amino)pyrrolidin-2-one ClC=1C=CC=2N(C1)C=C(N2)CNN2C(CCC2)=O